FS(C1=CC=C(C=N1)B(O)O)(F)(F)(F)F [6-(pentafluoro-λ6-sulfanyl)pyridin-3-yl]boronic acid